C(C)(=O)NC1CC(CCC1)CC1=C(N=C2N1C=CC(=C2)C)C2=C(C=C(C(=O)NC)C=C2F)F 4-(3-((3-acetamidocyclohexyl)methyl)-7-methylimidazo[1,2-a]pyridin-2-yl)-3,5-difluoro-N-methylbenzamide